C(C=C)OC1=CC=C(C=C1)C1=CC=C(C=C1)C#N 4-allyloxy-4'-cyanobiphenyl